2-bromo-3,4-bis(bromomethyl)pyridine BrC1=NC=CC(=C1CBr)CBr